1-propyl-1,2,3-triazole C(CC)N1N=NC=C1